C(C)(C)(C)OC(=O)N[C@H](C(=O)OC(C)(C)C1=CC=CC=C1)CC(=O)OCC=C 4-allyl 1-(2-phenylpropan-2-yl) (S)-2-((tert-butoxycarbonyl)amino)succinate